N[C@H](C(=O)NC1=C(C2=C(S1)C(CC2)C)C(C2=C(C=CC=C2F)F)=O)C (2S)-2-amino-N-[3-(2,6-difluorobenzoyl)-6-methyl-5,6-dihydro-4H-cyclopenta[b]thiophen-2-yl]propanamide